4-methyl-4-propargyloxy-2,5-cyclohexadienone CC1(C=CC(C=C1)=O)OCC#C